C(C)(=O)NCC1CCN(CC1)CC1=CC(=NC(=C1)C1=CC(=CC(=C1)Cl)Cl)OC=1C=CC(=NC1)N1CC(N(CC1)CCC(=O)O)(C)C 3-(4-(5-((4-((4-(acetamidomethyl)piperidin-1-yl)methyl)-6-(3,5-dichlorophenyl)pyridin-2-yl)oxy)pyridin-2-yl)-2,2-dimethylpiperazin-1-yl)propanoic acid